2-amino-3-oxopropionic acid NC(C(=O)O)C=O